2,3-dihydroxymethyl-1,4-butanediol OCC(CO)C(CO)CO